7-hydroxy-2-methyl-8-(3-methylcyclohex-2-en-1-yl)-5-pentyl-4H-benzo[d][1,3]dioxin-4-one OC=1C=C(C2=C(OC(OC2=O)C)C1C1C=C(CCC1)C)CCCCC